FC1(CCN(CC1)C(=O)C=1C=NC(=CC1)N1N=CC=2CN(CCC21)C=2OC(=NN2)C)F (4,4-difluoropiperidin-1-yl)(6-(5-(5-methyl-1,3,4-oxadiazol-2-yl)-4,5,6,7-tetrahydro-1H-pyrazolo[4,3-c]pyridin-1-yl)pyridin-3-yl)methanone